[N+](=O)([O-])C=1C=C2C=C(NC2=CC1)C=O 5-nitro-1H-indole-2-carbaldehyde